FC(C=1[N-]C(C(N1)C#N)C#N)(F)F.[Li+] lithium 2-trifluoromethyl-4,5-dicyanoimidazolinide